3-(3,3,4,4-tetramethyl-1λ3,2,5-boradioxolan-1-yl)-5,6-dihydro-4H-pyrrolo[1,2-b]pyrazole CC1(OB(OC1(C)C)C1=C2N(N=C1)CCC2)C